nitrogen (1-(but-3-enyl)-3-chloro-1H-pyrazol-4-yl)-5-chloropyrimidin-2-amine C(CC=C)N1N=C(C(=C1)C1=NC(=NC=C1Cl)N)Cl.[N]